1-(3-((9-(4-(tert-butyl)pyridin-2-yl)-9H-carbazol-2-yl)oxy)phenyl)-3-(3,3'',5,5''-tetra-tert-butyl-[1,1':3',1''-terphenyl]-2'-yl)-1H-benzo[d]imidazol-3-ium chloride [Cl-].C(C)(C)(C)C1=CC(=NC=C1)N1C2=CC=CC=C2C=2C=CC(=CC12)OC=1C=C(C=CC1)N1C=[N+](C2=C1C=CC=C2)C2=C(C=CC=C2C2=CC(=CC(=C2)C(C)(C)C)C(C)(C)C)C2=CC(=CC(=C2)C(C)(C)C)C(C)(C)C